CC1=C(C(=CC=C1)C)NC(C(CC)[P+](CC)(CC)CC)=O (1-((2,6-dimethylphenyl)amino)-1-oxobutan-2-yl)triethylphosphonium